N1=C(C=NC2=CC=C(C=C12)C1N(CCC(C1)(F)F)C=O)C1=NC2=CC(=CC=C2N=C1)C1N(CCC(C1)(F)F)C=O [2,2'-biquinoxaline]-7,7'-diylbis((4,4-difluoro-1-piperidinyl)methanone)